C1(=CC=CC=C1)P(C(C)CCP(C1=CC=CC=C1)C1=CC=CC=C1)C1=CC=CC=C1 2,4-bis(diphenylphosphino)butane